5-(acetyl)amino-3-(1-hexyl-1,2,3,6-tetrahydropyridin-4-yl)-1H-indole C(C)(=O)NC=1C=C2C(=CNC2=CC1)C=1CCN(CC1)CCCCCC